(R)-(4-((1-(3-amino-5-methylphenyl)ethyl)amino)-6-methoxy-2-methyl-quinazolin-7-yl)(morpholinyl)methanone NC=1C=C(C=C(C1)C)[C@@H](C)NC1=NC(=NC2=CC(=C(C=C12)OC)C(=O)N1CCOCC1)C